[Mg].O(Cl)Cl.[Zr] zirconium oxychloride, magnesium salt